FC1CN(CC2(CCO2)C1)C1=CC=NC=C1 8-fluoro-4-(1-oxa-6-azaspiro[3.5]nonane-6-yl)pyridin